(E)-2-[(3R)-3-[4-amino-3-(2-fluoro-4-phenoxyphenyl)pyrazolo[3,4-d]pyrimidin-1-yl]piperidine-1-carbonyl]-4,4-dimethylpent-2-enenitrile NC1=C2C(=NC=N1)N(N=C2C2=C(C=C(C=C2)OC2=CC=CC=C2)F)[C@H]2CN(CCC2)C(=O)\C(\C#N)=C\C(C)(C)C